CC1(OB(OC1(C)C)C=1CCOCC1)C 3,6-Dihydro-4-(4,4,5,5-tetramethyl-1,3,2-dioxaborolan-2-yl)-2H-pyran